((R)-1-((R)-4-oxo-4-phenyl-2-(pyrazine-2-carboxamido)butanamido)-4-phenylbutyl)boronic acid O=C(C[C@H](C(=O)N[C@@H](CCCC1=CC=CC=C1)B(O)O)NC(=O)C1=NC=CN=C1)C1=CC=CC=C1